CC=1C=NC2=C(N1)CCC2 6,7-dihydro-2-methyl-5H-cyclopentapyrazine